3-methyl-6-(trifluoromethyl)imidazo[4,5-c]pyridin CN1C=NC2=C1C=NC(=C2)C(F)(F)F